acryloyloxyethyl ethyl phosphate P(=O)(OCCOC(C=C)=O)(OCC)[O-]